ethyl 4-{4-bromo-3-hydroxy-8-[6-(trifluoromethoxy)pyridin-3-yl]quinolin-2-yl}-4-oxobutanoate BrC1=C(C(=NC2=C(C=CC=C12)C=1C=NC(=CC1)OC(F)(F)F)C(CCC(=O)OCC)=O)O